2-bromo-5-fluoro-4-(2-methoxy-ethoxy)-benzaldehyde BrC1=C(C=O)C=C(C(=C1)OCCOC)F